C(#N)[C@H]1C[C@H](C1)N1N=CC=N1 2-((cis)-3-cyanocyclobutyl)-2H-1,2,3-triazole